N[C@H](C(F)C1=C(C=2N=NC=C(C2S1)NCC=1SC=CC1)C)C 6-[(2S)-2-amino-1-fluoropropyl]-7-methyl-N-[(thiophen-2-yl)methyl]thieno[3,2-c]pyridazin-4-amine